S1C=CC2=C1C1=CC=CC=C1C=C2 naphtho[2,1-d]thiophene